C(#N)C1=CC=C2C(=CNC2=C1P(=O)(C)C)C1=NC(=NC=C1C(F)(F)F)N[C@H]1CC[C@@H](N(C1)C(=O)OCC1=CC=CC=C1)C Benzyl (2S,5S)-5-[[4-(6-cyano-7-dimethylphosphoryl-1H-indol-3-yl)-5-(trifluoromethyl) pyrimidin-2-yl] amino]-2-methyl-piperidine-1-carboxylate